(2S,5R)-4-(1-(2,3-dimethylquinoxalin-6-yl)ethyl)-2,5-dimethylpiperazine CC1=NC2=CC=C(C=C2N=C1C)C(C)N1C[C@@H](NC[C@H]1C)C